2-phenyl-6-(2-pyridyl)isonicotinamide C1(=CC=CC=C1)C=1C=C(C(=O)N)C=C(N1)C1=NC=CC=C1